Cyclobutyl (S)-8-(hydroxycarbamoyl)-3-methyl-2,3-dihydrobenzo[f][1,4]oxazepine-4(5H)-carboxylate ONC(=O)C1=CC2=C(CN([C@H](CO2)C)C(=O)OC2CCC2)C=C1